N-(4-cyano-3-(trifluoromethyl)phenyl)-2-(4-((1-(2-(2,6-dioxopiperidin-3-yl)-1,3-dioxoisoindolin-5-yl)azetidin-3-yl)ethynyl)-1H-pyrazol-1-yl)acetamide C(#N)C1=C(C=C(C=C1)NC(CN1N=CC(=C1)C#CC1CN(C1)C=1C=C2C(N(C(C2=CC1)=O)C1C(NC(CC1)=O)=O)=O)=O)C(F)(F)F